C(C1=CC=CC=C1)N1CCC(CC1)CCNC(=O)C1=NN2C(N=C(C=C2C(F)(F)F)C2=CC=C(C=C2)OC)=C1 N-[2-(1-benzylpiperidin-4-yl)ethyl]-5-(4-methoxyphenyl)-7-(trifluoromethyl)pyrazolo[1,5-a]pyrimidine-2-carboxamide